(2R)-2-amino-N-(1-(6-((2-amino-2-oxo-1-phenylethyl)thio)-3,5-dicyano-4-ethylpyridin-2-yl)piperidin-4-yl)propanamide, Hydrochloride Cl.N[C@@H](C(=O)NC1CCN(CC1)C1=NC(=C(C(=C1C#N)CC)C#N)SC(C(=O)N)C1=CC=CC=C1)C